phenyl-9-tetrahydropyran-4-yl-N8-(2,4,6-trifluorophenyl)purine-2,8-diamine C1(=CC=CC=C1)C1=C2N=C(N(C2=NC(=N1)N)C1CCOCC1)NC1=C(C=C(C=C1F)F)F